tert-butyl N-(2-amino-3,3,3-trifluoro-propyl)carbamate NC(CNC(OC(C)(C)C)=O)C(F)(F)F